2-Cyclopropyl-N-{3-[(4-methylpentyl)oxy]phenyl}-4-[(pyridin-2-yl)methoxy]aniline C1(CC1)C1=C(NC2=CC(=CC=C2)OCCCC(C)C)C=CC(=C1)OCC1=NC=CC=C1